OC1=C(C(=CC(=C1C(=O)NS(=O)(=O)C1=CC=CC=C1)CCCCC)O)C1=C(C=CC(=C1)C)C(=C)C 2,6-dihydroxy-5'-methyl-4-pentyl-N-(phenylsulfonyl)-2'-(prop-1-en-2-yl)-[1,1'-biphenyl]-3-carboxamide